Tert-butyl (1S,4S)-5-(4-(benzo[d]thiazol-2-ylcarbamoyl)benzyl)-2,5-diaza-bicyclo[2.2.1]heptane-2-carboxylate S1C(=NC2=C1C=CC=C2)NC(=O)C2=CC=C(CN1[C@@H]3CN([C@H](C1)C3)C(=O)OC(C)(C)C)C=C2